ethyl 2-(3-isobutyl-1,5-dimethyl-1H-pyrazol-4-yl)acetate C(C(C)C)C1=NN(C(=C1CC(=O)OCC)C)C